5-(4-(((tert-butyldimethylsilyl)oxy)methyl)phenyl)thiazolo[5,4-b]pyridin-2-amine [Si](C)(C)(C(C)(C)C)OCC1=CC=C(C=C1)C1=CC=C2C(=N1)SC(=N2)N